4,5-difluorobenzoic acid FC1=CC=C(C(=O)O)C=C1F